methyl (2R,3R)-2-(4-(bromoethynyl) benzoylamino)-3-hydroxybutyrate BrC#CC1=CC=C(C(=O)N[C@@H](C(=O)OC)[C@@H](C)O)C=C1